S-methylsulfonyl chloride CS(=O)(=O)Cl